C1(=C2N(C=N1)CCC2)C(C(=O)OCC)N2CC1=C(C=C(C=C1C2=O)C2=CC=C(C=C2)N2CC1(C2)CCN(CC1)C(=O)OC(C)(C)C)F tert-butyl 2-[4-[2-[1-(6,7-dihydro-5H-pyrrolo[1,2-c]imidazol-1-yl)-2-ethoxy-2-oxo-ethyl]-7-fluoro-3-oxo-isoindolin-5-yl] phenyl]-2,7-diazaspiro[3.5]nonane-7-carboxylate